COC(=O)[C@H]1[C@@H](C1)C(=O)C=1SC2=C(C1)C=C(C(=C2)OC)OCCCOC=2C(=C1CN(CC1=CC2OC)C(CCC(=O)OCC)=O)F trans-2-[5-[3-[2-(4-ethoxy-4-oxo-butyryl)-4-fluoro-6-methoxy-isoindolin-5-yl]oxypropoxy]-6-methoxy-benzothiophene-2-carbonyl]cyclopropanecarboxylic acid methyl ester